tertiary butyliminotripyrrolidinophosphorane C(C)(C)(C)N=P(N1CCCC1)(N1CCCC1)N1CCCC1